tert-butyl (6-((4-(2,6-dimethylmorpholino)-2-fluorophenyl)amino)spiro[3.3]heptan-2-yl)carbamate CC1OC(CN(C1)C1=CC(=C(C=C1)NC1CC2(CC(C2)NC(OC(C)(C)C)=O)C1)F)C